2'-((6-Aminopyrimidin-4-yl)amino)spiro[cyclohexane-1,6'-imidazo[1,5-b]pyrazol]-4'(5'H)-one NC1=CC(=NC=N1)NC=1C=C2N(N1)C1(NC2=O)CCCCC1